C1(CC1)C1=NNC=2C1=NC(=CC2CN2CCCC2)C=2C=C1CN(C(C1=CC2)=O)C2C(NC(CC2)=O)=O 3-(5-(3-cyclopropyl-7-(pyrrolidin-1-ylmethyl)-1H-pyrazolo[4,3-b]pyridin-5-yl)-1-oxoisoindolin-2-yl)piperidine-2,6-dione